Beta-fluoro-pyruvic acid sodium salt [Na+].FCC(C(=O)[O-])=O